FC1=C(C(=O)N([C@H]2CN(CCC2)C(=O)OC(C)(C)C)C2=NC=CC3=CC(=CC(=C23)C)F)C=CC(=C1)C=1SC(=NN1)OC tert-butyl (3R)-3-[[2-fluoro-4-(5-methoxy-1,3,4-thiadiazol-2-yl)benzoyl]-(6-fluoro-8-methyl-1-isoquinolyl)amino]piperidine-1-carboxylate